2-[6-(2-methyl-phenoxypyrimidin-4-yloxy)phenyl]-3-methoxyacrylate CC1=C(OC2=NC=CC(=N2)OC2=CC=CC=C2C(C(=O)[O-])=COC)C=CC=C1